[1-[7-bromo-2-chloro-8-fluoro-6-(trifluoromethyl)quinazolin-4-yl]-4-piperidyl]methanol BrC1=C(C=C2C(=NC(=NC2=C1F)Cl)N1CCC(CC1)CO)C(F)(F)F